PCC(C(=O)O)(O)CC(=O)O 2-phosphinomethylmalic acid